3-methoxy-4-nitroso-N-phenylamine COC=1C=C(C=CC1N=O)N